5-bromo-1,3,6-trimethylpyrimidine-2,4(1H,3H)-dione BrC=1C(N(C(N(C1C)C)=O)C)=O